NC[C@@H]1CC[C@H](CC1)C(=O)N(C[C@@H]1CC[C@H](CC1)C1=CC(=C(C=C1)OC)C)C1=CC(=CC=C1)C=1C=NN(C1)C(C)C (trans)-4-(Aminomethyl)-N-(3-(1-isopropyl-1H-pyrazol-4-yl)phenyl)-N-(((trans)-4-(4-methoxy-3-methylphenyl)cyclohexyl)methyl)cyclohexanecarboxamide